FC=1C=C(C(=O)O)C=C(C1)S(NC1=C(C=CC(=C1)C(F)(F)F)N1CCCCC1)(=O)=O 3-fluoro-5-(N-(2-(piperidin-1-yl)-5-(trifluoromethyl)phenyl)sulfamoyl)benzoic acid